2-methyl-9,10-di(naphthalen-1-yl)anthracene CC1=CC2=C(C3=CC=CC=C3C(=C2C=C1)C1=CC=CC2=CC=CC=C12)C1=CC=CC2=CC=CC=C12